CC1=NN(C=N1)C=1C=NC(=NC1)SC 5-(3-methyl-1H-1,2,4-triazol-1-yl)-2-(methylthio)pyrimidine